COC=1C=C(OC2=CC=NC3=CC=C(C=C23)C(=O)NC)C=C(C1)N1N=CC=C1 4-(3-Methoxy-5-(1H-pyrazol-1-yl)phenoxy)-N-methylquinoline-6-carboxamide